FC1=CC(=CC2=C1N=C(S2)C2(CCNCC2)C)C=2C=C(C=1N(N2)C=C(N1)C)C 6-[4-Fluoro-2-(4-methylpiperidin-4-yl)-1,3-benzothiazol-6-yl]-2,8-dimethylimidazo[1,2-b]pyridazin